(3R,5R)-1-{2-[1-(Cyclopropylmethyl)-6-(1H-indazol-6-yl)-1H-pyrrolo[2,3-b]pyridin-2-yl]-3-methylpyrazolo[1,5-a]pyridine-6-carbonyl}-5-fluoropiperidin-3-amine C1(CC1)CN1C(=CC=2C1=NC(=CC2)C2=CC=C1C=NNC1=C2)C2=NN1C(C=CC(=C1)C(=O)N1C[C@@H](C[C@H](C1)F)N)=C2C